(7S)-3-(3-Fluoroimidazo[1,2-a]pyridin-6-yl)-7-methyl-5-[4-(trifluoromethyl)phenyl]-6,7-dihydro-pyrazolo[1,5-a]pyrazin-4(5H)-on FC1=CN=C2N1C=C(C=C2)C=2C=NN1C2C(N(C[C@@H]1C)C1=CC=C(C=C1)C(F)(F)F)=O